2-Phenylethyl o-toluate C=1(C(=CC=CC1)C(=O)OCCC1=CC=CC=C1)C